L-valyl-N-{3-[{(1R)-1-[1-benzyl-4-(2,5-difluorophenyl)-1H-imidazol-2-yl]-2,2-dimethylpropyl}(glycoloyl)amino]propyl}-N6-(tert-butoxycarbonyl)-L-lysinamide N[C@@H](C(C)C)C(=O)N[C@@H](CCCCNC(=O)OC(C)(C)C)C(=O)NCCCN(C(CO)=O)[C@H](C(C)(C)C)C=1N(C=C(N1)C1=C(C=CC(=C1)F)F)CC1=CC=CC=C1